BrCCC(=O)OC(C([2H])([2H])[2H])[2H] [2H4]-ethyl 3-bromopropionate